C(#N)C(CNC=1C(=CC=C2C=CC(=CC12)C1=NC=CC(=N1)C(=O)NCC(C)O)OC)=C 2-{8-[(2-cyano-2-methylideneethyl)amino]-7-methoxynaphthalen-2-yl}-N-(2-hydroxypropyl)pyrimidine-4-carboxamide